FC1=CC=C(C=C1)C=1C=C2C(=CC=NC2=CC1)N[C@H](C)C=1C=NC(=NC1)C(F)(F)F (R)-6-(4-fluorophenyl)-N-(1-(2-(trifluoromethyl)pyrimidin-5-yl)ethyl)quinolin-4-amine